C(C)OC(CC(C)C1=NNC2=CC=C(C=C12)Br)=O 3-(5-bromo-1H-indazol-3-yl)butanoic acid ethyl ester